pyridine-2,5-dicarboxylic acid chloride N1=C(C=CC(=C1)C(=O)Cl)C(=O)Cl